ClC1=CC=C(C=C1)C1=CC(=NC(=N1)C=1C=NC=CC1)N1CC(C(CC1)CO)N(C)C (1-(6-(4-chlorophenyl)-2-(pyridin-3-yl)pyrimidin-4-yl)-3-(dimethylamino)piperidin-4-yl)methanol